(S)-2-(methyl((3'-(3-octylthiophen-2-yl)-[1,1'-biphenyl]-4-yl)methyl)amino)-2-phenylacetic acid CN([C@H](C(=O)O)C1=CC=CC=C1)CC1=CC=C(C=C1)C1=CC(=CC=C1)C=1SC=CC1CCCCCCCC